O=C1NC(CCC1N1C(C2=CC=C(C=C2C1=O)N1CCC(CC1)N1CC(C1)CC(=O)O)=O)=O 2-(1-(1-(2-(2,6-dioxopiperidin-3-yl)-1,3-dioxoisoindolin-5-yl)piperidin-4-yl)azetidin-3-yl)acetic acid